ClC=1C=C(C=C(C1)C1=CC2=C(OC3=C2C=CC=C3)C=C1)B(O)O (3-chloro-5-(dibenzo[b,d]furan-2-yl)phenyl)boronic acid